FC=1C=2N(C=C(C1)NC(=O)C1=NC=C(C=3C1=NC=CN3)N3C[C@H](N([C@H](C3)C)C(=O)OC(C)(C)C)C)C=C(N2)C tert-butyl (2R,6S)-4-(5-((8-fluoro-2-methylimidazo[1,2-a]pyridin-6-yl)carbamoyl)pyrido[3,4-b]pyrazin-8-yl)-2,6-dimethylpiperazine-1-carboxylate